CC(=O)N[C@@H]1[C@H](C[C@@](O[C@H]1[C@@H]([C@@H](CO)O)O)(C(=O)O)O[C@@H]2[C@H]([C@@H](O[C@@H]([C@@H]2O[C@H]3[C@@H]([C@H]([C@H]([C@H](O3)CO)O)O)NC(=O)C)CO)O[C@@H]4[C@H](O[C@H]([C@@H]([C@H]4O)O)O)CO)O)O The molecule is a branched amino tetrasaccharide consisting of the linear sequence beta-D-GalNAc-(1->4)-beta-D-Gal-(1->4)-beta-D-Glc having a Neu5Ac residue attached to the galactose via an alpha-(2->3) linkage. Corresponds to the carbohydrate portion of ganglioside GM2. It has a role as an epitope. It is an amino tetrasaccharide and a glucosamine oligosaccharide.